FC(CP(OCCC1=C(C=CC=C1)F)([O-])=O)(F)F (2-fluorophenyl)ethyl (2,2,2-trifluoroethyl)phosphonate